COC=1C=C(C=CC1)\C(\C)=N\N (E)-(1-(3-methoxyphenyl)ethylidene)hydrazine